2-hydroxy-N-(4-nitrophenethyl)acetamide (S)-tert-butyl-2-(((5,6-dimethyl-6H-pyrido[4,3-b]carbazol-9-yl)oxy)methyl)pyrrolidine-1-carboxylate C(C)(C)(C)OC(=O)N1[C@@H](CCC1)COC1=CC=2C=3C=C4C(=C(C3N(C2C=C1)C)C)C=CN=C4.OCC(=O)NCCC4=CC=C(C=C4)[N+](=O)[O-]